IC=1N(C=C(N1)C1(CC1)NC(OC(C)(C)C)=O)COCC[Si](C)(C)C tert-butyl (1-(2-iodo-1-((2-(trimethylsilyl)ethoxy)methyl)-1H-imidazol-4-yl)cyclopropyl)carbamate